3,6,9,12-tetraoxotridecanoic acid O=C(CC(=O)O)CCC(CCC(CCC(C)=O)=O)=O